O-[3-amino-2-(3,5-dibromo-phenoxy)-propyl]-hydroxylamine NCC(CON)OC1=CC(=CC(=C1)Br)Br